3-[5-(2,8-diazaspiro[4.5]decan-8-yl)-1-oxo-isoindolin-2-yl]piperidine-2,6-dione C1NCCC12CCN(CC2)C=2C=C1CN(C(C1=CC2)=O)C2C(NC(CC2)=O)=O